BrC1=C(C=C2C(NC(=NC2=C1)CSC1CCN(CC1)C(=O)OC(C)(C)C)=O)F tert-Butyl 4-(((7-bromo-6-fluoro-4-oxo-3,4-dihydroquinazolin-2-yl)methyl)thio)piperidine-1-carboxylate